2-(4-bromophenyl)-5-methyl-1H-pyrazole-4-carbonitrile BrC1=CC=C(C=C1)N1NC(=C(C1)C#N)C